2-(3-Fluoro-4-(4,4,5,5-tetramethyl-1,3,2-dioxaborolan-2-yl)phenyl)-N,N-dimethylpropan-2-amine FC=1C=C(C=CC1B1OC(C(O1)(C)C)(C)C)C(C)(C)N(C)C